N-(7-cyclopropyl-1-methyl-1H-indazol-3-yl)-3,4,5-trifluorobenzamide C1(CC1)C=1C=CC=C2C(=NN(C12)C)NC(C1=CC(=C(C(=C1)F)F)F)=O